ClC1=CC=C(C=C1)CC(C)O 1-(4-chlorophenyl)propan-2-ol